CC1=CC(=NC=C1)COC(=O)C=1NC2=CC=CC=C2C1 (4-methylpyridin-2-yl)methyl-1H-indole-2-carboxylate